COC(=O)C=1C=CC2=C(N(C(=N2)CC2=C(C=C(C=C2)C2=CC=CC=3OC(OC32)C3=C(C=C(C=C3)C#N)F)F)CCOC)C1 2-(4-(2-(4-cyano-2-fluorophenyl)benzo[d][1,3]dioxol-4-yl)-2-fluorobenzyl)-1-(2-methoxyethyl)-1H-benzo[d]imidazole-6-carboxylic acid methyl ester